1-phenyl-1,2-ethylene glycol C1(=CC=CC=C1)C(CO)O